methyl 6-((diphenylmethylene)amino)-2-isopropyl-1-oxo-2,3-dihydro-1H-indene-2-carboxylate C1(=CC=CC=C1)C(C1=CC=CC=C1)=NC1=CC=C2CC(C(C2=C1)=O)(C(=O)OC)C(C)C